FC(C1=NC2=NC=CC=C2C=C1)(F)F 2-(trifluoromethyl)-1,8-naphthyridine